Iodazole [IH]1N=CC=C1